(1R,4S,6S)-6-hydroxybicyclo[2.2.2]octan-2-One O[C@H]1C[C@H]2CC([C@@H]1CC2)=O